tert-butyl (5-(3,5-dichlorophenyl)-1-(dimethylamino) naphthalen-2-yl)-carbamate ClC=1C=C(C=C(C1)Cl)C1=C2C=CC(=C(C2=CC=C1)N(C)C)NC(OC(C)(C)C)=O